C1(CCC1)OC1=CN=CC=2N1C(=NC2C2=CC=C(C=C2)OC2=C(C(=CC=C2)OC)F)[C@H]2CN(CC2)C(C#CC)=O (R)-1-(3-(5-cyclobutoxy-1-(4-(2-fluoro-3-methoxyphenoxy)phenyl)imidazo[1,5-a]pyrazin-3-yl)pyrrolidin-1-yl)but-2-yn-1-one